C(C)(C)(C)OC(=O)N(CCN1CCOCC1)CC=1C=CC(=C(C1)C[C@H](C(=O)OCC)O)OCC1=NC(=NC=C1)C1=C(C=CC=C1)OC ethyl (R)-3-(5-(((tert-butoxycarbonyl)(2-morpholinoethyl)amino)methyl)-2-((2-(2-methoxyphenyl)pyrimidin-4-yl)methoxy)phenyl)-2-hydroxypropanoate